C(C1=CC=CC=C1)OC=1C(=CC2=CN(N=C2C1)C)NC(=O)C=1N=CC(=NC1)N1C[C@@H](CC1)N(C(OC(C)(C)C)=O)C tert-butyl N-[(3R)-1-[5-[(6-benzyloxy-2-methyl-indazol-5-yl) carbamoyl] pyrazin-2-yl] pyrrolidin-3-yl]-N-methyl-carbamate